(E,E)-2,4-undecadien-8,10-diynoic acid piperidide C(\C=C\C=C\CCC#CC#C)(=O)N1CCCCC1